CN1CCC(CC1)CCNC(=O)C1=CC=2C(=NC=CC2)N1COCC[Si](C)(C)C N-[2-(1-methylpiperidin-4-yl)ethyl]-1-{[2-(trimethylsilyl)ethoxy]methyl}-1H-pyrrolo[2,3-b]pyridine-2-carboxamide